CN1N=C(C=C1)C1=CC=C(C=C1)C(C)=O 1-(4-(1-Methyl-1H-pyrazol-3-yl)phenyl)ethanone